C(C)(C)C1=CC(=NN1)C(=O)N1CC2(CN(C2)C(C(C)C)=O)C1 1-[6-(5-Isopropyl-1H-pyrazole-3-carbonyl)-2,6-diazaspiro[3.3]heptan-2-yl]-2-methyl-propan-1-one